C(C)(C)OC1=C(C=C2C=CN=CC2=C1)C#N 7-isopropoxyisoquinoline-6-carbonitrile